6-[[2-methylsulfonyl-4-(trifluoromethyl)phenyl]methyl]-2-azaspiro[3.3]heptane CS(=O)(=O)C1=C(C=CC(=C1)C(F)(F)F)CC1CC2(CNC2)C1